C1(CC1)N1N=CC(=C1)[C@@H]1O[C@@H](C[C@@H](C1)C=1N=C(C2=C(N1)N=C(C=C2)C)C2=C(C=C(C=C2)F)F)C 2-((2R,4S,6R)-2-(1-cyclopropyl-1H-pyrazol-4-yl)-6-methyltetrahydro-2H-pyran-4-yl)-4-(2,4-difluorophenyl)-7-methylpyrido[2,3-d]pyrimidine